ClC1=CC=C(C=C1)[C@@]1(N(C(C2=CC(=CC(=C12)F)C(CC)(C=1N=CN(C1)C)O)=O)CC1=CC=C(C=N1)C#N)O[C@H]1COCC1 6-{[(1R)-1-(4-Chlorophenyl)-7-fluoro-5-[1-hydroxy-1-(1-methyl-1H-imidazol-4-yl)propyl]-3-oxo-1-[(3R)-oxolan-3-yloxy]-2,3-dihydro-1H-isoindol-2-yl]methyl}pyridin-3-carbonitril